C1(CC1)C1=CC=2C(N=C1)=NN(C2)C=2C=C(C=CC2F)N2CC(C2)F N-(3-{5-cyclopropyl-2H-pyrazolo[3,4-b]pyridin-2-yl}-4-fluorophenyl)-3-fluoroazetidine